C(C)(C)(C)N(C(O)=O)C1=NC=C(C(=C1[N+](=O)[O-])Cl)Br.FC=1C=NC=CC1C1=NN2C(=NC=3C=CC=CC3C2=N1)N[C@@H](C(=O)N)CC (2R)-2-{[2-(3-fluoropyridin-4-yl)[1,2,4]triazolo[1,5-c]quinazolin-5-yl]amino}butanamide tert-butyl-(5-bromo-4-chloro-3-nitropyridin-2-yl)carbamate